4-[[(1R,3S)-3-amino-2,2,3-trimethyl-cyclopentyl]amino]-6-bromo-N'-[4-[tert-butyl(dimethyl)silyl]oxy-2-ethyl-phenyl]pyrrolo[1,2-b]pyridazine-3-carboxamidine N[C@@]1(C([C@@H](CC1)NC=1C=2N(N=CC1C(=NC1=C(C=C(C=C1)O[Si](C)(C)C(C)(C)C)CC)N)C=C(C2)Br)(C)C)C